C1(CC1)C1=NC2=CC=C(C(=C2C=C1)P(C)(C)=O)NC=1C2=C(N=C(N1)NC1=C(C=C(C(=C1)C=1C=NN(C1)C)N1CCN(CC1)C)OC)NC=C2 (2-cyclopropyl-6-((2-((2-methoxy-5-(1-methyl-1H-pyrazol-4-yl)-4-(4-methylpiperazin-1-yl)phenyl)amino)-7H-pyrrolo[2,3-d]pyrimidin-4-yl)amino)quinolin-5-yl)dimethyl-phosphine oxide